ClC=1C=NC=C(C1C(=O)O)Cl 3,5-dichloropyridine-4-carboxylic acid